(3S)-1-[4-(dimethylamino)-4-methylpent-2-ynoyl]pyrrolidine-3-carboxylic acid CN(C(C#CC(=O)N1C[C@H](CC1)C(=O)O)(C)C)C